CC(C(=O)OC1CN(C1)C(=O)OC(C)(C)C)(C)C tert-butyl 3-(2,2-dimethylpropanoyloxy)azetidine-1-carboxylate